OC1=NC=CC=C1 hydroxy-pyridine